COC=1C(=CC2=C(N=CO2)C1)C1=CN=C(O1)[C@H](CCCCCC(CC)=O)NC(=O)[C@H]1CC12CCN(CC2)C (S)-N-((S)-1-(5-(5-Methoxybenzo[d]oxazol-6-yl)oxazol-2-yl)-7-oxononyl)-6-methyl-6-azaspiro[2.5]octan-1-carboxamid